9,10-bis(4-methoxyphenyl)-2-chloroanthracene COC1=CC=C(C=C1)C=1C2=CC=CC=C2C(=C2C=CC(=CC12)Cl)C1=CC=C(C=C1)OC